3-[6-[4-(Butylamino)-1-piperidyl]-1-methyl-indazol-3-yl]piperidine-2,6-dione C(CCC)NC1CCN(CC1)C1=CC=C2C(=NN(C2=C1)C)C1C(NC(CC1)=O)=O